tert-butyl 4-(3-methyl-1H-pyrazole-1-carbonyl)-3-(trifluoromethyl)piperazine-1-carboxylate CC1=NN(C=C1)C(=O)N1C(CN(CC1)C(=O)OC(C)(C)C)C(F)(F)F